7-Benzyl-9,9-difluoro-3-(4-(trifluoromethyl)benzyl)-2,3,6,7,8,9-hexahydroimidazo[1,2-a]pyrido[3,4-e]pyrimidin-5(1H)-one C(C1=CC=CC=C1)N1CC=2C(N=C3N(C2C(C1)(F)F)CCN3CC3=CC=C(C=C3)C(F)(F)F)=O